C(=CCCCCCCCCCCCCCCCC)N1C(=C(C(C=C1O)=O)O)C#N N-octadecenyl-2-cyano-3,6-dihydroxypyridin-4-one